C(=O)C(N)C(=O)O Cα-formylglycine